BrC1=CC2=C([N+](=C(N=[N+]2[O-])NCCC(=O)OCCC2=C(C=CC=C2)F)[O-])C=C1 7-bromo-3-((3-(2-fluorophenethoxy)-3-oxopropyl)amino)benzo[e][1,2,4]Triazine-1,4-dioxide